BrC=1C(=NNC1)C(=O)OC methyl 4-bromo-1H-pyrazole-3-carboxylate